5-chloro-1-methyl-7-vinyl-1H-pyrazolo[4,3-b]pyridin-3-amine ClC1=CC(=C2C(=N1)C(=NN2C)N)C=C